tert-butyl (R)-(cyclopropylmethyl)(1-(2-oxo-1-((4-(6-(pyrrolidin-1-yl)pyrazin-2-yl)-1H-1,2,3-triazol-1-yl)methyl)-1,2-dihydropyridin-4-yl)piperidin-3-yl)carbamate C1(CC1)CN(C(OC(C)(C)C)=O)[C@H]1CN(CCC1)C1=CC(N(C=C1)CN1N=NC(=C1)C1=NC(=CN=C1)N1CCCC1)=O